C(C)(C)(C)OC(=O)N1CCC(CC1)C1=C(C(=CC(=C1)F)F)C(F)(F)F 4-(3,5-difluoro-2-(trifluoromethyl)phenyl)piperidine-1-carboxylic acid tert-butyl ester